NC1=C(C(=C(C(=C1C=CC1=CC=C(O)C=C1)N)O)N)O trisaminoresveratrol